C1(=CC=CC=C1)N1C=NC(=C1CC(=O)NO)C1=CC=CC=C1 2-(3,5-Diphenylimidazol-4-yl)ethanehydroxamic acid